2-dimethylaminoethyl(methylamino)-4-methoxyphenyl-acrylamide CN(CCC(=C(C(=O)N)C1=CC=C(C=C1)OC)NC)C